C1=CN(C(=O)N=C1N)[C@H]2[C@@H]([C@@H]([C@H](O2)COP(=O)(O)O[C@@H]3[C@H](O[C@H]([C@@H]3O)N4C=CC(=NC4=O)N)COP(=O)(O)O[C@@H]5[C@H](O[C@H]([C@@H]5O)N6C=CC(=NC6=O)N)COP(=O)(O)O[C@@H]7[C@H](O[C@H]([C@@H]7O)N8C=CC(=NC8=O)N)COP(=O)(O)O[C@@H]9[C@H](O[C@H]([C@@H]9O)N1C=NC2=C(N=CN=C21)N)COP(=O)(O)O[C@@H]1[C@H](O[C@H]([C@@H]1O)N1C=NC2=C1N=C(NC2=O)N)CO)OP(=O)(O)OC[C@@H]1[C@H]([C@H]([C@@H](O1)N1C=CC(=O)NC1=O)O)OP(=O)(O)OC[C@@H]1[C@H]([C@H]([C@@H](O1)N1C=NC2=C1N=C(NC2=O)N)O)O)O The molecule is an RNA fragment comprised of two guanosine, one adenosine, one uridine and four cytidine residues connected by 3'->5' phosphodiester linkages in the sequence G-A-C-C-C-C-U-G. It has a role as an epitope.